C1(CCCCCCCCCCCCCC1)C(=O)OC(CCCCC(CCCCC)OC(CCCN(C)C)=O)SCC(CCCCCC)OC(CCC1CCCCC1)=O 1-((2-((3-cyclohexylpropanoyl)oxy)octyl)thio)-6-((4-(dimethylamino)butanoyl)-oxy)undecyl cyclopentadecanecarboxylate